1-amino-3,3,5-trimethyl-5-amino-methylcyclohexane NC1(CC(CC(C1)(N)C)(C)C)C